3-bromo-5-fluoro-1H-pyrrolo[2,3-b]pyridine BrC1=CNC2=NC=C(C=C21)F